ClC1=NC(=CC(=C1)CN1CCN(CC1)C)C1=CC(=CC=C1)[N+](=O)[O-] 1-((2-chloro-6-(3-nitrophenyl)pyridin-4-yl)methyl)-4-methylpiperazine